Cl.Cl.FC1=C(C=C2CCNCC2=C1)NC1=C2C=CC(NC2=NC=C1)=O 5-((7-fluoro-1,2,3,4-tetrahydroisoquinolin-6-yl)amino)-1,8-naphthyridin-2(1H)-one dihydrochloride